N-(2-hydroxyethyl)-N-methyl-4-({4-[({2-[methyl(methylsulfonyl)amino]pyridin-3-yl}methyl)amino]-5-(trifluoromethyl)pyrimidin-2-yl}amino)benzamide OCCN(C(C1=CC=C(C=C1)NC1=NC=C(C(=N1)NCC=1C(=NC=CC1)N(S(=O)(=O)C)C)C(F)(F)F)=O)C